9-chloro-11-hydroxy-10,13,16-triMethyl-3-oxo-6,7,8,9,10,11,12,13,14,15,16,17-dodecahydro-3H-cyclopenta[a]phenanthrene-17-propionic acid ClC12C(CC3(C(C(CC3C1CCC1=CC(C=CC21C)=O)C)CCC(=O)O)C)O